(±)-rel-(2r,3r)-4-(8-cyano-4-hydroxyquinolin-5-yl)-2-ethyl-3-(hydroxymethyl)piperazine-1-carboxylic acid tert-butyl ester C(C)(C)(C)OC(=O)N1[C@@H]([C@@H](N(CC1)C1=C2C(=CC=NC2=C(C=C1)C#N)O)CO)CC |r|